FC=1C=C(C(=O)NC=2SC=C(N2)C)C=C(C1)B1OC(C(O1)(C)C)(C)C 3-Fluoro-N-(4-methylthiazol-2-yl)-5-(4,4,5,5-tetramethyl-1,3,2-dioxaborolan-2-yl)benzamide